C(CCCCCCC)(=O)O.O([C@@H]1[C@H](O)[C@@H](O)[C@H](O)[C@H](O1)CO)[C@@H]1[C@H](O)[C@@H](O)[C@H](O)[C@H](O1)CO α-D-glucopyranosyl α-D-glucopyranoside monooctanoate